ClC1=C(OCC(OC2=CC=C(C=C2)\C=C\C(=O)C2=CC=C(C=C2)C)=O)C=CC(=C1)Cl 4-(2,4-Dichlorophenoxyacetoxyl)-4'-methylchalcone